(E)-4-(dimethylamino)-1-(4-((3-methyl-4-((6-methylpyridin-3-yl)oxy)phenyl)amino)-5,7,8,9-tetrahydro-6H-pyrido[3',4':4,5]pyrrolo[2,3-d]pyrimidin-6-yl)but-2-en-1-one CN(C/C=C/C(=O)N1CC2=C(NC=3N=CN=C(C32)NC3=CC(=C(C=C3)OC=3C=NC(=CC3)C)C)CC1)C